O1C(N=NC=C1)=O 1,3,4-oxadiazin-2-one